NC1=C(C2=C(N=C(N=C2)N[C@H]2[C@@H](CCC2)O[Si](C)(C)C(C)(C)C)N1C1=C(C(=CC=C1C)OC)C)C#N 6-amino-2-(((1R,2R)-2-((tert-butyldimethylsilyl)oxy)cyclopentyl)amino)-7-(3-methoxy-2,6-dimethylphenyl)-7H-pyrrolo[2,3-d]pyrimidine-5-carbonitrile